4,4,4-trifluoro-2-methylbutan-2-amine FC(CC(C)(N)C)(F)F